C(C)S(=O)C=1N=C2N(N1)[C@@H](C[C@@H]2F)C2=CC=CC=C2 (5S,7S)-2-ethylsulfinyl-7-fluoro-5-phenyl-6,7-dihydro-5H-pyrrolo[1,2-b][1,2,4]triazole